CC(C)(C)O[Si](OC(C)C)(OC(C)C)CC1=CC=CC=C1 methylbenzyl-triisopropoxysilane